3-(3-(furan-2-yl)phenyl)-2,5-dimethyl-5,6-dihydro-2H-2,6-methanobenzo[g][1,3,5]oxadiazocin-4(3H)-one O1C(=CC=C1)C=1C=C(C=CC1)N1C2(OC3=C(C(N(C1=O)C)C2)C=CC=C3)C